1-tetrahydropyran-2-yl-indol O1C(CCCC1)N1C=CC2=CC=CC=C12